O=C1N(CCC1)[C@H](C(=O)N)CC (S)-2-(2-OXOPYRROLIDIN-1-YL)BUTANAMID